ethyl 2-(7-iodo-4-isopropyl-1-oxo-pyrrolo[1,2-d][1,2,4]triazin-2-yl)acetate IC=1C=C2N(C(=NN(C2=O)CC(=O)OCC)C(C)C)C1